2-[[6-[5-chloro-3-[1-[(3S,4S)-3-fluoro-4-piperidyl]pyrazol-4-yl]quinoxalin-6-yl]oxy-2-methyl-benzimidazol-1-yl]methoxy]ethyl-trimethyl-silane ClC1=C2N=C(C=NC2=CC=C1OC=1C=CC2=C(N(C(=N2)C)COCC[Si](C)(C)C)C1)C=1C=NN(C1)[C@@H]1[C@H](CNCC1)F